FC(C(O)C1=CC=C(C=C1)NC(OC(C)(C)C)=O)(F)F tert-butyl (4-(2,2,2-trifluoro-1-hydroxyethyl)phenyl)carbamate